FC1(CC1)COC=1C=C2C=CN=C(C2=CC1)NC=1C=NC(=NC1)C(=O)OC methyl 5-((6-((1-fluorocyclopropyl)methoxy)isoquinolin-1-yl)amino)pyrimidine-2-carboxylate